FC(F)(F)[Cu](Cl)Cl (trifluoromethyl)copper (III) chloride